acryloxy-methyl-hexamethylene dicarbamate C(N)(OC(CCCCCOC(N)=O)(C)OC(C=C)=O)=O